(R)-cyclopentylborane C1(CCCC1)B